N-(4-methoxy-5-((4-((2-(N-methylmethylsulfonamido)phenyl)amino)thieno[3,2-d]pyrimidin-2-yl)amino)-2-(4-(4-methylpiperazin-1-yl)piperidin-1-yl)phenyl)acrylamide COC1=CC(=C(C=C1NC=1N=C(C2=C(N1)C=CS2)NC2=C(C=CC=C2)N(S(=O)(=O)C)C)NC(C=C)=O)N2CCC(CC2)N2CCN(CC2)C